COC(CS(=O)(=O)C)=O Methylmethansulfonylacetat